The molecule is the organosulfate oxoanion that is the conjugate base of chondroitin 4'-sulfate. It is an organosulfate oxoanion, a carboxylic acid anion and a polyanionic polymer. It is a conjugate base of a chondroitin 4'-sulfate. CC(=O)N[C@@H]1[C@H]([C@H]([C@H](O[C@H]1O)CO)OS(=O)(=O)[O-])O[C@H]2[C@@H]([C@H]([C@@H]([C@H](O2)C(=O)[O-])O)O)O